(7-(2-(4-(6-fluorobenzo[b]thiophen-4-yl)piperazin-1-yl)ethyl)-2-oxo-3,4-dihydroquinolin-1(2H)-yl)methyl 2,2-dimethylhexanoate CC(C(=O)OCN1C(CCC2=CC=C(C=C12)CCN1CCN(CC1)C1=CC(=CC=2SC=CC21)F)=O)(CCCC)C